Cl.BrCC1=C(C(=NN1C)COC)C=1C=CC=C2C(=C(N(C12)CCCCNC)C(=O)OCC)CCCOC1=CC=CC2=CC=CC=C12 ethyl 7-[5-(bromomethyl)-3-(methoxymethyl)-1-methyl-1H-pyrazol-4-yl]-1-[4-(methylamino)butyl]-3-[3-(naphthalen-1-yloxy)propyl]-1H-indole-2-carboxylate hydrochloric acid salt